N-(3-(5-chloro-2-methoxyphenyl)-1-(2-oxo-2-(piperazin-1-yl)ethyl)-1H-pyrazol-4-yl)pyrazolo[1,5-a]pyrimidine-3-carboxamide ClC=1C=CC(=C(C1)C1=NN(C=C1NC(=O)C=1C=NN2C1N=CC=C2)CC(N2CCNCC2)=O)OC